1,3-diiodopentane ICCC(CC)I